COC1=CC=C(C=C1)C1=C(C2CCC(C1)N2C(=O)OC(C)(C)C)C(=O)OC (+/-)-8-tert-Butyl 2-Methyl 3-(4-Methoxyphenyl)-8-azabicyclo[3.2.1]oct-2-ene-2,8-dicarboxylate